(S)-benzyl 7-methyl-5-oxa-2-azaspiro[3.5]nonane-2-carboxylate C[C@@H]1COC2(CN(C2)C(=O)OCC2=CC=CC=C2)CC1